3-(4,5-bis(benzyloxy)-2-methylphenyl)-1-(2,4-bis(benzyloxy)-6-hydroxyphenyl)prop-2-en-1-one C(C1=CC=CC=C1)OC1=CC(=C(C=C1OCC1=CC=CC=C1)C=CC(=O)C1=C(C=C(C=C1O)OCC1=CC=CC=C1)OCC1=CC=CC=C1)C